OC=1C=CC2=C(C1)C1=CC(=CC=C1C21C2=CC=CC=C2OC=2C=CC=CC12)O 3,6-dihydroxyspiro(fluorene-9,9-xanthene)